1-((3S,4R)-3-Fluoro-4-((6-fluoro-5-(1-(2-fluoroethyl)-1H-benzo[d][1,2,3]triazol-6-yl)-4-methoxypyrrolo[2,1-f][1,2,4]triazin-2-yl)amino)pyrrolidin-1-yl)ethan-1-one F[C@H]1CN(C[C@H]1NC1=NN2C(C(=N1)OC)=C(C(=C2)F)C=2C=CC1=C(N(N=N1)CCF)C2)C(C)=O